COC=1C=C2CCN3C(C2=CC1OC)=CC(N(C3=O)CCNC(=O)N)=NC3=C(C=C(C=C3C)C)C N-[2-[9,10-Dimethoxy-2-(2,4,6-trimethylphenylimino)-4-oxo-3,4,6,7-tetrahydro-2H-pyrimido[6,1-a]isoquinolin-3-yl]ethyl]urea